methyl cis-2-(((1-(4-fluorophenyl)piperidin-4-yl)oxy)methyl)-3-((methylsulfonyl)amino)piperidine-1-carboxylate FC1=CC=C(C=C1)N1CCC(CC1)OC[C@@H]1N(CCC[C@@H]1NS(=O)(=O)C)C(=O)OC